Benzyl (S)-3-(4-amino-5-((1-cyclopropyl-6-fluoro-1H-benzo[d]imidazol-5-yl)ethynyl)imidazo[5,1-f][1,2,4]triazin-7-yl)pyrrolidine-1-carboxylate NC1=NC=NN2C1=C(N=C2[C@@H]2CN(CC2)C(=O)OCC2=CC=CC=C2)C#CC2=CC1=C(N(C=N1)C1CC1)C=C2F